CC1=NN(N=C1C)C(C(=O)OC)(C)C methyl 2-(4,5-dimethyl-2H-1,2,3-triazol-2-yl)-2-methylpropanoate